NCCC[SiH2]COCC 3-aminopropyl-(2-ethoxy)methylsilane